1-(2-(6-(3,4-Dichlorophenylamino)-9H-pyrido[3,4-b]indol-9-yl)ethyl)guanidine ClC=1C=C(C=CC1Cl)NC=1C=C2C3=C(N(C2=CC1)CCNC(=N)N)C=NC=C3